C(CC)OC(C(C=O)C)C=CC(C(C=O)C)OCCC 3,6-di-n-propoxy-2,7-dimethyl-4-octenedialdehyde